C(=O)(O)C(O)C(O)C(=O)O.C(=O)(O)C(O)C(O)C(=O)O.N(CCO)CCO diethanolamine ditartrate